3-[4-(methylamino)pyrrolo[2,3-d]pyrimidin-7-yl]-5-(1H-pyrazol-4-yl)cyclopentane-1,2-diol CNC=1C2=C(N=CN1)N(C=C2)C2C(C(C(C2)C=2C=NNC2)O)O